BrC=1C=NC=2N(C1C(=O)NC1CC(C1)(F)F)N=C(C2C#N)C 6-bromo-3-cyano-N-(3,3-difluorocyclobutyl)-2-methyl-pyrazolo[1,5-a]pyrimidine-7-carboxamide